C(CC)N(CCCCCCN(CCC)CCC)CCC N,N,N',N'-tetrapropylhexylenediamine